COC(C1=CC=C(C=C1)S(=O)(=O)N1CCCC2=CC=C(C=C12)NS(=O)(=O)C1=C(C=C(C=C1)F)F)=O 4-((7-(2,4-difluorophenylsulfonylamino)-3,4-dihydroquinolin-1(2H)-yl)sulfonyl)benzoic acid methyl ester